(1S,4S)-tert-butyl-5-(2-(((E)-((Z)-5'-chloro-2'-oxo-[2,3'-biindolinylidene]-3-ylidene)amino)oxy) ethyl)-2,5-diazabicyclo[2.2.1]heptane-2-carboxylate C(C)(C)(C)OC(=O)N1[C@@H]2CN([C@H](C1)C2)CCO/N=C\2/C(/NC1=CC=CC=C21)=C\2/C(NC1=CC=C(C=C21)Cl)=O